CN1N=C(C=CC1=O)C(=O)[O-] 1-methyl-6-oxo-1,6-dihydropyridazine-3-carboxylate